N1NCC2C1=CN=C2 tetrahydropyrrolo[3,4-c]pyrazol